cis-3-decene-1,1-dicarboxylic acid C(C\C=C/CCCCCC)(C(=O)O)C(=O)O